1-(4-benzyl-3-oxo-3,4-dihydro-2H-benzo[b][1,4]thiazin-6-yl)-2-cyano-3-(1H-indol-6-yl)guanidine Tin [Sn].C(C1=CC=CC=C1)N1C2=C(SCC1=O)C=CC(=C2)NC(=NC#N)NC2=CC=C1C=CNC1=C2